FC=1C=C2C(=CNC(C2=CC1F)=O)CCN(C(=O)[C@H]1NC2=CC=CC=C2C1)C (2S)-N-((1R)-(6,7-difluoro-1-oxo-1,2-dihydroisoquinolin-4-yl)ethyl)-N-methylindoline-2-carboxamide